tert-butyl-diphenyl-[(3S)-pyrrolidin-3-yl]oxy-silane C(C)(C)(C)[Si](O[C@@H]1CNCC1)(C1=CC=CC=C1)C1=CC=CC=C1